CN1N=CC(=C1)C1=CC=C(S1)CCC1=C(C=CC=C1)C(F)(F)F (2-(5-(1-methyl-1H-pyrazol-4-yl)thiophen-2-yl)ethyl)-2-(trifluoromethyl)benzene